C1(=CC=C2C=CC3=CC=CC4=CC=C1C2=C34)C3(C=CC=C3)[Pt]C[Si](C)(C)C [(1'-pyrenyl)cyclopentadienyl]trimethylsilylmethylplatinum